3-(1-((6-(ethylsulfonyl)pyridin-3-yl)methyl)-benzoimidazol-2-yl)-4-methyl-1,2,5-oxadiazole C(C)S(=O)(=O)C1=CC=C(C=N1)CN1C(=NC2=C1C=CC=C2)C2=NON=C2C